CNC=1C2=C(N=C(N1)NC1CCC3(CCO3)CC1)NC=C2C2=NC=1N(C=C2)N=CC1 N4-methyl-5-(pyrazolo[1,5-a]pyrimidin-5-yl)-N2-((4s,7s)-1-oxaspiro[3.5]nonan-7-yl)-7H-pyrrolo[2,3-d]pyrimidine-2,4-diamine